{4-Oxo-1-[2-(propan-2-yloxy)ethyl]-2-sulfanylidene-1H,2H,3H,4H,5H-pyrrolo[3,2-d]pyrimidin-5-yl}methyl (2S)-5-oxopyrrolidine-2-carboxylate O=C1CC[C@H](N1)C(=O)OCN1C=CC=2N(C(NC(C21)=O)=S)CCOC(C)C